C1(CC1)C(=O)ON1N=CC(=C1)Br 1-(4-bromo-1H-pyrazol-1-yl) cyclopropane-1-carboxylate